C(C1=CC=CC=C1)N(C(=O)OC(COC1=CC(=C(C=C1)C=1N(C2=NC=NC(=C2N1)OC1(CC1)C)CC1=NC=CC(=C1)C)Cl)C)C1=CC(=NC=C1F)C(CN)O 1-(3-chloro-4-(6-(1-methylcyclopropoxy)-9-((4-methylpyridin-2-yl)methyl)-9H-purin-8-yl)phenoxy)propan-2-ol benzyl-(2-(2-amino-1-hydroxyethyl)-5-fluoropyridin-4-yl)carbamate